BrC=1C(=NN(C1CC(=O)OCC)C)C1=CC=C(C=C1)F Ethyl 2-[4-bromo-3-(4-fluorophenyl)-1-methyl-1H-pyrazol-5-yl]Acetate